[Na+].C1(=CC=C(C=C1)C1=NC2=C(N1)C=C(C=C2S(=O)(=O)O)S(=O)(=O)O)C2=NC1=C(N2)C=C(C=C1S(=O)(=O)[O-])S(=O)(=O)O 2,2'-(1,4-phenylene)-bis-(1H-benzimidazole-4,6-disulfonic acid) monosodium salt